BrC1=C(C(=CC=C1)C(F)F)F Bromo-3-(difluoromethyl)-2-fluorobenzene